di-(tert-butyl)(2-ethoxyphenyl)phosphonium tetrafluoroborate F[B-](F)(F)F.C(C)(C)(C)[PH+](C1=C(C=CC=C1)OCC)C(C)(C)C